2-(1-hydroxy-1-methylbutyl)-cyclohexanone OC(CCC)(C)C1C(CCCC1)=O